NC=1C(=C2C(=NC1C(=O)N)N(N=C2C#N)C)C2=C(C(=CC=C2)O)C 5-amino-3-cyano-4-(3-hydroxy-2-methylphenyl)-1-methyl-pyrazolo[3,4-b]pyridine-6-carboxamide